methyl-1-phenethyl-2-phenyl-1H-benzo[d]Imidazole CC1=CC=CC=2N(C(=NC21)C2=CC=CC=C2)CCC2=CC=CC=C2